(R)-4-(2-(dimethylamino)-2-oxoethyl)-3-methyl-8-(oxazol-2-yl)-5-oxo-N-((S)-1-phenylethyl)-2,3,4,5-tetrahydrobenzofuro[2,3-f][1,4]oxazepine-3-carboxamide CN(C(CN1[C@](COC2=C(C1=O)OC1=C2C=CC(=C1)C=1OC=CN1)(C(=O)N[C@@H](C)C1=CC=CC=C1)C)=O)C